2-(4-amino-phenyl)-3H-benzoimidazole-5-carboxylic acid phenylamide C1(=CC=CC=C1)NC(=O)C1=CC2=C(N=C(N2)C2=CC=C(C=C2)N)C=C1